N-(1-methyl-3-(4'-phenethoxy-4,5,5',6'-tetrahydro-2H-spiro[furan-3,8'-pyrano[3,4-b]pyridin]-2'-yl)-1H-pyrrolo[2,3-c]pyridin-5-yl)acetamide CN1C=C(C=2C1=CN=C(C2)NC(C)=O)C2=CC(=C1C(=N2)C2(OCC1)COCC2)OCCC2=CC=CC=C2